O(C1=CC=CC=C1)C1=CC=C(CNCCC2=CC=CC=C2)C=C1 N-(4-phenoxybenzyl)-2-phenylethan-1-amine